N[C@@H](C(F)(F)F)C1=CC=C(C=C1)C=1N(N=C2C1N=CN(C2=O)CC2(CCN(CC2)C(C[C@@H](C(F)(F)F)C2=CC=CC=C2)=O)O)C 3-(4-((R)-1-Amino-2,2,2-trifluoroethyl)phenyl)-6-((4-hydroxy-1-((R)-4,4,4-trifluoro-3-phenylbutanoyl)piperidin-4-yl)methyl)-2-methyl-2H-pyrazolo[4,3-d]pyrimidin-7(6H)-one